ClC1=CC=C(C(=O)NC2=C(C=CC=C2)NS(=O)(=O)C2=CC=C(C=C2)F)C=C1 4-chloro-N-(2-((4-fluorophenyl)sulfonamido)phenyl)benzamide